CNC1=NC(=C(C=C1)N)[N+](=O)[O-] N2-Methyl-6-nitropyridin-2,5-diamin